3-chloro-N-(2-(trifluoromethoxy)ethyl)pyridineamide ClC=1C(=NC=CC1)C(=O)NCCOC(F)(F)F